ClC=1C=NNC1 4-chloro-pyrazole